2-(((R)-1-(2-(4-((S)-3-(dimethylamino)pyrrolidin-1-yl)phenyl)-3,6-dimethyl-4-oxo-4H-chromen-8-yl)ethyl)amino)benzoic acid CN([C@@H]1CN(CC1)C1=CC=C(C=C1)C=1OC2=C(C=C(C=C2C(C1C)=O)C)[C@@H](C)NC1=C(C(=O)O)C=CC=C1)C